N-[(6-Amino-2-pyridyl)sulfonyl]-6-(3-fluoro-5-isobutoxyphenyl)-2-tetrahydrofuran-3-yloxypyridin-3-carboxamid NC1=CC=CC(=N1)S(=O)(=O)NC(=O)C=1C(=NC(=CC1)C1=CC(=CC(=C1)OCC(C)C)F)OC1COCC1